CN(C1=CC(=C(S1)C=C1C(=NOC1=O)C(F)(F)F)C)C 4-((5-(dimethylamino)-3-methylthiophen-2-yl)methylene)-3-(trifluoromethyl)isoxazol-5(4H)-one